(R)-4-(1-(2,3-dihydro-1H-inden-5-yl)-3-(3-(methylamino)piperidine-1-carbonyl)-1H-pyrazol-5-yl)benzonitrile C1CCC2=CC(=CC=C12)N1N=C(C=C1C1=CC=C(C#N)C=C1)C(=O)N1C[C@@H](CCC1)NC